3-[4-[3-[(2S)-2-(aminomethyl)morpholin-4-yl]propyl]-3-methyl-2-oxo-benzimidazol-1-yl]piperidine-2,6-dione NC[C@H]1CN(CCO1)CCCC1=CC=CC=2N(C(N(C21)C)=O)C2C(NC(CC2)=O)=O